6-(ethylamino)-N-[(3S)-9-fluoro-2-oxo-5-phenyl-1,3-dihydro-1,4-benzodiazepine-3-Yl]-2-(2-fluorophenyl)imidazo[1,2-b]pyridazine-3-carboxamide C(C)NC=1C=CC=2N(N1)C(=C(N2)C2=C(C=CC=C2)F)C(=O)N[C@@H]2C(NC1=C(C(=N2)C2=CC=CC=C2)C=CC=C1F)=O